C1(CC1)C1=CC=C(OC2=C(C=C(C=C2)[N+](=O)[O-])C2=CC(=NC(=C2)C)C)C=C1 4-(2-(4-Cyclopropylphenoxy)-5-nitrophenyl)-2,6-lutidine